C(C)[N+]1(CCCC1)C1CC(CC(C1)C)(C)C N-ETHYL-N-(3,3,5-TRIMETHYLCYCLOHEXYL)PYRROLIDINIUM